ClC=1C=C2C3=C(N(C2=CC1)S(=O)(=O)CC)CNCC3C(C)(O)C3CCCC3 (6-chloro-9-(ethylsulfonyl)-2,3,4,9-tetrahydro-1H-pyrido[3,4-b]indol-4-yl)-1-cyclopentyl-ethan-1-ol